C12CNCC(N1C1=C3CN(CC3=CC=C1)C1C(NC(CC1)=O)=O)C2 4-(3,6-diazabicyclo[3.1.1]heptane-6-yl)-2-(2,6-dioxopiperidin-3-yl)isoindoline